2-(dimethylamino)propan-1-one CN(C(C=O)C)C